C1N(C=CC2=NN3C(C=NC=CC3)=C21)C(=O)[O-] 1H-pyrido[4',3':3,4]pyrazolo[1,5-a][1,4]diazepine-2(7H)-carboxylate